1-Octyl-1-butylpiperidinium methansulfonat CS(=O)(=O)[O-].C(CCCCCCC)[N+]1(CCCCC1)CCCC